C(CC)OC([C@@](C(=O)NC=1C=NC(=C(C1)C(F)(F)F)C#N)(C)O)=O (2S)-3-[[6-cyano-5-(trifluoromethyl)-pyridin-3-yl]amino]-2-hydroxy-2-methyl-3-oxopropanoic acid propyl ester